C1(=CC=CC=C1)S(=O)(=O)N1CCC(CC1)C1=NN(C(=C1)NCC=1SC(=CC1)Cl)C(C(CO)(C)C)=O 1-{3-[1-(benzenesulfonyl)piperidin-4-yl]-5-{[(5-chlorothiophen-2-yl)methyl]amino}-1H-pyrazol-1-yl}-3-hydroxy-2,2-dimethylpropan-1-one